BrC=1C=C2C=NC(=NC2=CC1)N1CCS(CC1)(=O)=O 4-(6-bromoquinazolin-2-yl)thiomorpholine 1,1-dioxide